3-[(p-acetamido)phenoxy]-1,2-epoxypropane C(C)(=O)NC1=CC=C(OCC2CO2)C=C1